3-[4-(4-{6-Bromo-7-[(1-ethylpiperidin-4-yl)amino]-3H-imidazo[4,5-b]pyridin-2-yl}phenyl)piperazin-1-yl]propanenitrile BrC=1C(=C2C(=NC1)NC(=N2)C2=CC=C(C=C2)N2CCN(CC2)CCC#N)NC2CCN(CC2)CC